S1C(=CC=C1)[Si](C1=CC=CC=C1)(C1=CC=CC=C1)C1=CC=CC=C1 Thiophen-2-yl-triphenylsilane